C(CCCCCCCCCCCCCCCCC)(=O)[O-].[Zn+2].[K+].C(CCCCCCCCCCCCCCCCC)(=O)[O-].C(CCCCCCCCCCCCCCCCC)(=O)[O-] Potassium Zinc Stearate